CC1OCC2=NC(=C(C=C21)C(=O)O)N2CCOCC2 5-methyl-2-morpholino-5,7-dihydrofuro[3,4-b]pyridine-3-carboxylic acid